(1R,2S)-N-(8-amino-6-(4-methylpyridin-3-yl)-2,7-naphthyridin-3-yl)-2-methyl-Cyclobutanecarboxamide NC=1N=C(C=C2C=C(N=CC12)NC(=O)[C@H]1[C@H](CC1)C)C=1C=NC=CC1C